1-(trans-4-cyanotetrahydro-2H-pyran-3-yl)-3-[(7-fluoro-2-hydroxy-1,2-benzoxaborinin-6-yl)amino]pyrazole-4-carboxamide C(#N)[C@H]1[C@@H](COCC1)N1N=C(C(=C1)C(=O)N)NC=1C(=CC2=C(C=CB(O2)O)C1)F